N-(benzyl)-3-phenylmaleimide C(C1=CC=CC=C1)N1C(C=C(C1=O)C1=CC=CC=C1)=O